C(C)N(C=1C=CC=2C(C3=CC=C(C=C3C2C1)N(CC)CC)=O)CC 3,6-bis(diethylamino)-9H-fluoren-9-one